FC1=CC=C(OC2CNC2)C=C1 3-(4-fluorophenoxy)azetidine